FC(C)(F)C1=CC=CC(=N1)N1N=C(C=2C=NC(=CC21)NC(C)=O)N2CCOCC2 N-(1-(6-(1,1-difluoroethyl)pyridin-2-yl)-3-morpholino-1H-pyrazolo[4,3-c]pyridin-6-yl)acetamide